2-amino-N-(4-fluorophenyl)-N-methylacetamide TFA salt OC(=O)C(F)(F)F.NCC(=O)N(C)C1=CC=C(C=C1)F